9-chloro-7-pyridin-2-yl-5H-pyrimido[5,4-d][2]benzazepin ClC1=CC2=C(C3=C(CN=C2C2=NC=CC=C2)C=NC=N3)C=C1